OC1CCC(CC1)CN(CCCCCCCC(=O)N(CCCCCCCCCC)CCCCCCCCCC)CCCCCCCC(=O)N(CCCCCCCCCC)CCCCCCCCCC 8,8'-((((1R,4R)-4-HYDROXYCYCLOHEXYL)METHYL)AZANEDIYL)BIS(N,N-DIDECYLOCTANAMIDE)